C(C)OC(CC1=CC=C(C=C1)CC(=O)O)=O 2-(4-(2-ethoxy-2-oxoethyl)phenyl)acetic acid